FC=1C=C(C=CC1B1OC(C(O1)(C)C)(C)C)CC(=O)O 2-(3-fluoro-4-(4,4,5,5-tetramethyl-1,3,2-dioxaborolan-2-yl)phenyl)acetic acid